C(C)OC(=O)C#N cyanoformic acid ethyl ester